C(C)(C)(C)N1CCN(CC1)CC1=CC=C(C(=O)NC2=CC(=CC(=C2)C(F)(F)F)N2C=NC(=C2)C)C=C1 4-((4-(tert-butyl)piperazin-1-yl)methyl)-N-(3-(4-methyl-1H-imidazol-1-yl)-5-(trifluoromethyl)phenyl)benzamide